6-((2,6-dimethylpyrimidin-4-yl)amino)-1-(3-(5-fluoropyrimidin-2-yl)phenyl)-1,2-dihydro-3H-pyrazolo[4,3-c]pyridin-3-one CC1=NC(=CC(=N1)NC1=CC2=C(C=N1)C(NN2C2=CC(=CC=C2)C2=NC=C(C=N2)F)=O)C